tert-butyl 4-[[1-[1-(2,6-dibenzyloxy-3-pyridyl)-3-isopropyl-2-oxo-benzimidazol-5-yl]-4-piperidyl]methyl]piperidine-1-carboxylate C(C1=CC=CC=C1)OC1=NC(=CC=C1N1C(N(C2=C1C=CC(=C2)N2CCC(CC2)CC2CCN(CC2)C(=O)OC(C)(C)C)C(C)C)=O)OCC2=CC=CC=C2